N-ethyl-3-(3-(1-methyl-1H-indazol-4-yl)phenyl)propanamide C(C)NC(CCC1=CC(=CC=C1)C1=C2C=NN(C2=CC=C1)C)=O